[Au](Cl)(Cl)Cl.ClC1=C(C(=CC(=C1)NC(CC1=NC=C(C=C1)S(=O)(=O)C)=O)Cl)C1=CC=C(C=C1)S(=O)(=O)C N-(2,6-dichloro-4'-(methylsulfonyl)-[1,1'-biphenyl]-4-yl)-2-(5-(methylsulfonyl)pyridin-2-yl)acetamide Gold chlorid